2-(6-chloro-4-(6,6-difluoro-1,4-diazepan-1-yl)-8-fluoro-2-(((S)-1-methylpyrrolidin-2-yl)methoxy)quinazolin-7-yl)-3-fluorophenol ClC=1C=C2C(=NC(=NC2=C(C1C1=C(C=CC=C1F)O)F)OC[C@H]1N(CCC1)C)N1CCNCC(C1)(F)F